CNCC(=O)NCCOCCOCCOCCOCCNC(=O)CCC(C(=O)O)N1CCN(CCN(CCN(CC1)CC(=O)O)CC(=O)O)CC(=O)O 4-({14-[2-(Methylamino)acetylamino]-3,6,9,12-tetraoxatetradecan-1-yl}carbamoyl)-2-[4,7,10-tris(carboxymethyl)-1,4,7,10-tetraazacyclododecan-1-yl]butanoic acid